(R)-3-methoxy-1-(3-methoxypyrazin-2-yl)-N-(6-(5-methyl-6,7-dihydro-5H-pyrrolo[2,1-c][1,2,4]triazol-3-yl)pyridin-2-yl)-1H-pyrazole-4-carboxamide COC1=NN(C=C1C(=O)NC1=NC(=CC=C1)C=1N2C(=NN1)CC[C@H]2C)C2=NC=CN=C2OC